COC(=O)C=1C(=NC(=CC1)F)F 2,6-difluoropyridine-3-carboxylic acid methyl ester